CN(C)CCC(CCCCCCCCC)Br N,N-dimethylaminoethyl-bromodecane